C(C)(=O)N1CC=2N(CC1)N=C(C2C2=CC(=NC=C2)NC(CC=2SC=CC2)=O)C2=CC=C(C=C2)F N-(4-(5-acetyl-2-(4-fluorophenyl)-4,5,6,7-tetrahydropyrazolo[1,5-a]pyrazin-3-yl)pyridin-2-yl)-2-(thiophen-2-yl)acetamide